6-[(E)-2-(thiophen-3-yl)ethenyl]pyridin S1C=C(C=C1)/C=C/C1=CC=CC=N1